titanium-boron-copper [Cu].[B].[Ti]